IMIDAZO[4,5-b]PYRIDINE N1C=NC2=NC=CC=C21